BrC1=CC=C(C=C1)P(C=1C=CC2=C(SC3=C2C=CC=C3)C1)(C=1C=CC3=C(SC2=C3C=CC=C2)C1)=O (4-bromophenyl)bis(dibenzothiophen-3-yl)phosphorus oxide